CN1N=NC(=C1NC(OC(C)C1=C(C=NC=C1)Cl)=O)C1=NC(=C(C=C1)NS(=O)(=O)C)C 1-(3-chloro-pyridin-4-yl)ethyl (1-methyl-4-(6-methyl-5-(methyl-sulfonamido)pyridin-2-yl)-1H-1,2,3-triazol-5-yl)carbamate